5-cyclopropyl-2-methylfuran C1(CC1)C1=CC=C(O1)C